manganese(I) borate B([O-])([O-])[O-].[Mn+].[Mn+].[Mn+]